COC1=C(C=C(C=C1)NC1=NC=CC(=N1)NC)OCCCN1CC(CC1)C N2-(4-methoxy-3-(3-(3-methylpyrrolidin-1-yl)propoxy)phenyl)-N4-methylpyrimidine-2,4-diamine